Cl.Cl.C(C)(C)(C)[C@H]1CN(C[C@H](N1)C)C=1N=NC(=CN1)C1=C(C=C(C=C1)C=1C(=NNC1)F)O 2-{3-[(3S,5R)-3-tert-butyl-5-methylpiperazin-1-yl]-1,2,4-triazin-6-yl}-5-(3-fluoro-1H-pyrazol-4-yl)phenol dihydrochloride